C(C)(C)(C)OC(=O)N1[C@H](C[C@H](C1)OC)C(NC1=C(C=CC(=C1)C(CCC1CC1)N1C(C=CC=C1)=O)F)=O (2r,4r)-2-(5-(3-cyclopropyl-1-(2-oxopyridin-1(2H)-yl)propyl)-2-fluorophenylcarbamoyl)-4-methoxypyrrolidine-1-carboxylic acid tert-butyl ester